(2S,5R)-2-(N-(carbamimidoylglycyl) carbamimidoyl)-7-oxo-1,6-diazabicyclo[3.2.1]octan-6-yl hydrogen sulfate S(=O)(=O)(ON1[C@@H]2CC[C@H](N(C1=O)C2)C(NC(CNC(N)=N)=O)=N)O